F[C@H]1N2N=CC(C3=NNC=4C=CC(O[C@@H](COCCOC1)C)=CC34)=C2 |o1:1| (6R or S,13R)-6-fluoro-13-methyl-8,11,14-trioxa-4,5,19,20-tetraazatetracyclo[13.5.2.12,5.018,21]tricosa-1(20),2(23),3,15(22),16,18(21)-hexaene